Nonanoic acid 7-[4-(4-benzo[b]thiophen-4-ylpiperazin-1-yl)butoxy]-2-oxo-2H-quinolin-1-ylmethyl ester S1C2=C(C=C1)C(=CC=C2)N2CCN(CC2)CCCCOC2=CC=C1C=CC(N(C1=C2)COC(CCCCCCCC)=O)=O